Br.CC1=C(N=C(S1)NC=1C=C(C(=O)O)C=CN1)C1=NC=CC=C1 2-((5-methyl-4-(pyridin-2-yl)thiazol-2-yl)amino)isonicotinic acid hydrobromide